C(#N)C12CC(C1)(C2)NS(=O)(=O)C2=C(C=CC(=C2)OC2=C(C=C(C=C2Cl)N2N=C(C(NC2=O)=O)C(F)F)Cl)O N-(3-cyanobicyclo[1.1.1]pent-1-yl)-5-(2,6-dichloro-4-(6-(difluoromethyl)-3,5-dioxo-4,5-dihydro-1,2,4-triazin-2(3H)-yl)phenoxy)-2-hydroxybenzenesulfonamide